C(#C)C1=CC=CC=C1CCCCCC 1-ethynyl-6-hexyl-benzene